4-{[7-(3,8-diazabicyclo[3.2.1]octan-3-yl)-5-{[(2R,7aS)-2-fluorotetrahydro-1H-pyrrolizin-7a(5H)-yl]methoxy}[1,3]thiazolo[5,4-d]pyrimidin-2-yl]methyl}-5-ethynyl-6-fluoronaphthalen-2-ol C12CN(CC(CC1)N2)C=2C1=C(N=C(N2)OC[C@]23CCCN3C[C@@H](C2)F)SC(=N1)CC1=CC(=CC2=CC=C(C(=C12)C#C)F)O